CC1=CC=C(C=C1)S(=O)(=O)O.N1[C@@H](CC1)C(=O)N (S)-azetidine-2-carboxamide 4-methylbenzenesulfonate